C1(CC1)N(C(OC(C)(C)C)=O)C1CCN(CC1)C=1C2=CN(N=C2C(=CC1)C(NC=1N=C2N(C=C(N=C2CNC(C(F)(F)F)C)C)C1)=O)C tert-butyl N-cyclopropyl-N-[1-[2-methyl-7-[[6-methyl-8-[[(2,2,2-trifluoro-1-methyl-ethyl) amino]methyl]imidazo[1,2-a]pyrazin-2-yl]carbamoyl]indazol-4-yl]-4-piperidyl]carbamate